3-(2-{5-[(7R)-7-amino-2-azabicyclo[2.2.1]heptane-2-carbonyl]-7-methoxy-1-methyl-1H-1,3-benzodiazol-2-yl}-1-(cyclopropylmethyl)-1H-pyrrolo[2,3-b]pyridin-6-yl)-2,4-dimethylphenol N[C@H]1C2N(CC1CC2)C(=O)C2=CC1=C(N(C(=N1)C1=CC=3C(=NC(=CC3)C=3C(=C(C=CC3C)O)C)N1CC1CC1)C)C(=C2)OC